BrC=1C(N(C=CC1)C1CCOCC1)=O bromo-1-tetrahydropyran-4-yl-pyridin-2-one